2-(2-ethoxy-5-((3-((3-hydroxypropyl)amino)azetidin-1-yl)sulfonyl)phenyl)-5-methyl-7-propylimidazo[5,1-f][1,2,4]triazin-4(3H)-one C(C)OC1=C(C=C(C=C1)S(=O)(=O)N1CC(C1)NCCCO)C1=NN2C(C(N1)=O)=C(N=C2CCC)C